FC(C1=CC=C(CCNC2=CC=C(C=C2)NC(CCCCCCCCC)=O)C=C1)(F)F N-(4-((4-(Trifluoromethyl)phenethyl)amino)phenyl)decanamid